tert-butyl (Z)-(2-((4-(5-bromopyridin-2-yl)-5-oxo-4,5-dihydro-1H-1,2,4-triazol-1-yl)methyl)-3-fluoroallyl)carbamate BrC=1C=CC(=NC1)N1C=NN(C1=O)C\C(\CNC(OC(C)(C)C)=O)=C/F